6-chloro-1-cyclopropyl-7-fluoro-4-(trifluoromethyl)pyrazolo[4,3-c]pyridine ClC1=C(C2=C(C(=N1)C(F)(F)F)C=NN2C2CC2)F